Ethyl (5R)-2-[6-(hydroxymethyl) pyridin-3-yl]-5-methyl-6,7-dihydro-5H-pyrazolo[5,1-b][1,3]oxazine-3-carboxylate OCC1=CC=C(C=N1)C1=NN2C(O[C@@H](CC2)C)=C1C(=O)OCC